ClC=1N=C2OC(CC(N2C1S(=O)(=O)N)C=1C(=NC(=C(C1)F)OCC(F)F)OC)C 2-chloro-5-[6-(2,2-difluoroethoxy)-5-fluoro-2-methoxy-3-pyridinyl]-7-methyl-6,7-dihydro-5H-imidazo[2,1-b][1,3]oxazine-3-sulfonamide